N[C@@H](C(C)C)C(=O)N[C@@H](C)C(=O)OCC1=CC=CC=C1 benzyl L-valyl-L-alaninate